CC=1N=C2N(N=C(C=C2C)C2=CC=C3C=C(C=NC3=N2)N2CC(CC2)N(C(OC(C)(C)C)=O)C)C1 tert-butyl N-[1-(7-{2,8-dimethylimidazo[1,2-b]pyridazin-6-yl}-1,8-naphthyridin-3-yl)pyrrolidin-3-yl]-N-methylcarbamate